ClC1=CC(=C(C=C1)C=1C2=C(N=C(N1)N1C[C@@H](OCC1)C1=CC(=NC=C1)C)N=C(C=C2)C)F 4-(4-chloro-2-fluorophenyl)-7-methyl-2-((2S)-2-(2-methyl-4-pyridinyl)-4-morpholinyl)pyrido[2,3-d]pyrimidine